Tert-Butyl N-[2-(3,4-difluoro-2-methyl-phenoxy)-5-methyl-6-(trifluoromethyl)-3-pyridyl]carbamate FC=1C(=C(OC2=NC(=C(C=C2NC(OC(C)(C)C)=O)C)C(F)(F)F)C=CC1F)C